1-(2,4-difluorophenoxy)-2-iodo-4-methanesulfonylbenzene FC1=C(OC2=C(C=C(C=C2)S(=O)(=O)C)I)C=CC(=C1)F